CO[Si](OC)(OC)CCCOC(CC)=S.OC=1C=C(C=C(C1)OC)CCC1=CC(=C(C=C1)OC)OC 3-hydroxy-3',4',5-trimethoxyl-bibenzyl TRIMETHOXYSILYLPROPYL-THIOPROPIONATE